tert-butyl 4-(4-(N-(3-chloro-4-(trifluoromethyl)phenyl)sulfamoyl)-2,5-dimethyl-1H-pyrrole-3-carbonyl)piperazine-1-carboxylate ClC=1C=C(C=CC1C(F)(F)F)NS(=O)(=O)C=1C(=C(NC1C)C)C(=O)N1CCN(CC1)C(=O)OC(C)(C)C